C([C@@H](S)[C@H](S)CO)O Di-Thiothreitol